1-(4-isopropylphenyl)-3-(2,4-dimethoxystyryl)-5-(2,4-dimethoxyphenyl)-pyrazoline C(C)(C)C1=CC=C(C=C1)N1NC(=CC1C1=C(C=C(C=C1)OC)OC)C=CC1=C(C=C(C=C1)OC)OC